CN1N=NC(=C1C=1C=C2C(=NC1)C1=C(N2C(C2CCOCC2)C2=CC=CC=C2)C(=NN1C)N(C(C)=O)S(=O)(=O)C)C N-(6-(1,4-dimethyl-1H-1,2,3-triazol-5-yl)-1-methyl-4-(phenyl-(tetrahydro-2H-pyran-4-yl)methyl)-1,4-dihydropyrazolo[3',4':4,5]Pyrrolo[3,2-b]Pyridin-3-yl)-N-(methylsulfonyl)acetamide